4-(4-methoxybenzyl) 1-(3-oxo-3-(2,2,2-trichloroethoxy)propyl) 2-methylenesuccinate C=C(C(=O)OCCC(OCC(Cl)(Cl)Cl)=O)CC(=O)OCC1=CC=C(C=C1)OC